1-((3-((3-cyano-1-azetidinyl)sulfonyl)phenyl)carbonyl)-N-(2-fluoro-4-methylbenzyl)-D-prolinamide C(#N)C1CN(C1)S(=O)(=O)C=1C=C(C=CC1)C(=O)N1[C@H](CCC1)C(=O)NCC1=C(C=C(C=C1)C)F